(pinacol) boron [B].OC(C)(C)C(C)(C)O